CC1(N(CC1)C(=O)O[C@H]1C[C@H](CC1)C1=CC(=NN1)NC1=NC=C(N=C1)[C@H](C)O)C (1R,3S)-3-(3-((5-((S)-1-hydroxyethyl)pyrazin-2-yl)amino)-1H-pyrazol-5-yl)cyclopentyl 2,2-dimethylazetidine-1-carboxylate